C1CCCC12CCNCC2 8-azaspiro(4.5)decane